C1(=CC=CC=C1)C1=NC(=NC(=N1)C1=CC=CC=C1)C1=C(C=CC=C1)C1=C(C(=NC(=C1N1C2=C(C3=CC=CC=C13)C=CN=C2)N2C1=C(C3=CC=CC=C23)C=CN=C1)N1C2=C(C3=CC=CC=C13)C=CN=C2)N2C1=C(C3=CC=CC=C23)C=CN=C1 9,9',9'',9'''-(4-(2-(4,6-diphenyl-1,3,5-triazin-2-yl)phenyl)pyridine-2,3,5,6-tetrayl)tetrakis(9H-pyrido[3,4-b]indole)